C(=O)(O)COC1=C(SC(=C1Cl)C1=CC(=CC=C1)N[C@H]1CC(N(CC1)S(=O)(=O)CC1=CC(=CC=C1)N(C(=O)C1CCNCC1)C)(C)C)C(=O)O 3-(carboxymethoxy)-4-chloro-5-[3-[[(4R)-2,2-dimethyl-1-[[3-[methyl(piperidine-4-carbonyl)amino]phenyl]methylsulfonyl]-4-piperidyl]amino]phenyl]thiophene-2-carboxylic acid